N1C[C@H]([C@@H](C1)O)O (3R,4R)-3,4-pyrrolidindiol